C(C)OC(CCC=1C=CC=C2C(CC(OC12)(C)C)(C)C(CBr)=O)=O.CC=1NC=C(N1)CCCC=1N=C(NC1)C 1,3-bis(2-methylimidazolyl)propane ethyl-3-[4-(2-bromoacetyl)-2,2,4-trimethyl-chroman-8-yl]propanoate